CN(C(C1=CN=C(C=C1)C1=NOC(=N1)NC1=NC=CC=C1C)=O)C N,N-Dimethyl-6-(5-((3-methylpyridin-2-yl)amino)-1,2,4-oxadiazol-3-yl)nicotinamide